3-hydroxy-1,5-pentanediol-2,2,3,4,4-d5 (2-hydroxyethyl)carbamate (tert-butyl-(2-hydroxyethyl)carbamate) C(C)(C)(C)N(C(O)=O)CCO.OCCNC(O)=O.OC(C(CO)([2H])[2H])(C(CO)([2H])[2H])[2H]